ClC1=C(C=C(C=C1)C1=CN(C(C=C1)=O)C(C)C)C[C@@H](C(=O)NC1=CC=C(C=C1)N1C(=NC=C1)C)NC(=O)C1(CC1)F N-[(1S)-1-[[2-chloro-5-(1-isopropyl-6-oxo-3-pyridyl)phenyl]methyl]-2-[4-(2-methylimidazol-1-yl)anilino]-2-oxo-ethyl]-1-fluoro-cyclopropanecarboxamide